O=C1N[C@H]2[C@@H](N1)CS[C@H]2CCCCC(=O)NCCOCCOCCOCCOCCC(=O)NCC2=CC=C(C=C2)C2(N=N2)C(F)(F)F 1-(5-((3aS,4S,6aR)-2-oxohexahydro-1H-thieno[3,4-d]imidazol-4-yl)pentanamido)-N-(4-(3-(trifluoromethyl)-3H-diazirin-3-yl)benzyl)-3,6,9,12-tetraoxapentadecan-15-amide